2-ethoxy-1,3,2-dioxaphosphorinane phosphate P(=O)(O)(O)O.C(C)OP1OCCCO1